[1,4]Oxazepin-6-one hydrochloride Cl.O1C=CN=CC(C1)=O